ClC=1C=C(C=CC1Cl)NC=1C2=C(N=CN1)C=NC(=C2)OC2CN(C2)C(C=C)=O 1-(3-((4-((3,4-dichloro-phenyl)amino)pyrido[3,4-d]pyrimidin-6-yl)oxy)-azetidin-1-yl)prop-2-en-1-one